BrC(C(=O)C1=CC=C(C=C1)Cl)C 2-Bromo-1-(4-chlorophenyl)propan-1-one